O=C1CC[C@H]2CN(C[C@H]21)C(=O)OC(C)(C)C tert-butyl (3aS,6aR)-4-oxohexahydrocyclopenta[c]pyrrole-2(1H)-carboxylate